C1(CCC1)NC1=C(C=C(C(=C1)F)F)C=1N=NC(=CC1C(=O)N)C (2-(cyclobutylamino)-4,5-difluorophenyl)-6-methylpyridazine-4-carboxamide